O1C(=CC=C1)C(=O)[O-].[Mg+2].O1C(=CC=C1)C(=O)[O-] magnesium furanic acid salt